t-butyldimethylsilyl-acetaldehyde [Si](C)(C)(C(C)(C)C)CC=O